6-phenoxy-5,12-naphthacenequinone O(C1=CC=CC=C1)C1=C2C(C=3C=CC=CC3C(C2=CC2=CC=CC=C12)=O)=O